3-(methanesulfonylmethyl)-1-[(3-nitrophenyl)methyl]azetidine CS(=O)(=O)CC1CN(C1)CC1=CC(=CC=C1)[N+](=O)[O-]